BrC=1C=NC(=NC1)C1(COC1)S(=O)(=O)C 5-bromo-2-(3-methanesulfonyloxetan-3-yl)pyrimidine